N-((R)-3-(4-(2-(3,5-dichloro-4-((R)-3-chloro-2-hydroxypropoxy)phenyl)propan-2-yl)phenoxy)-2-hydroxypropyl)-N-(methylsulfonyl)acetamide ClC=1C=C(C=C(C1OC[C@H](CCl)O)Cl)C(C)(C)C1=CC=C(OC[C@@H](CN(C(C)=O)S(=O)(=O)C)O)C=C1